tert-butyl (4-{[3-(2,4-dioxo-1,3-diazinan-1-yl)-4-methoxyphenyl]carbonyl}-1,4-diazepan-1-yl)formate O=C1N(CCC(N1)=O)C=1C=C(C=CC1OC)C(=O)N1CCN(CCC1)C(=O)OC(C)(C)C